(+/-)-skatole N1C=C(C)C2=CC=CC=C12